4-methyl-3-[2-(3-pyridinyl)ethynyl]-N-spiro[6,7-dihydropyrrolo[1,2-a]imidazole-5,1'-cyclopropane]-2-yl-benzamide CC1=C(C=C(C(=O)NC=2N=C3N(C2)C2(CC2)CC3)C=C1)C#CC=1C=NC=CC1